diethylene glycol mono-2-propyl ether CC(C)OCCOCCO